3-INDOXYL PHOSPHATE C1=CC=C2C(=C1)C(=CN2)OP(=O)(O)O